ethyl (2r,4s)-2-[4-(1-methyl-1H-pyrazol-5-yl)piperidin-1-yl]-6-azaspiro[3.4]octane-6-carboxylate hydrochloride Cl.CN1N=CC=C1C1CCN(CC1)C1CC2(C1)CN(CC2)C(=O)OCC